FC1=CC=2N(C=C1NC(=O)N1CCC=3C1=NC=CC3N3CCN(C1(COC1)C3)C(=O)OC(C)(C)C)C=C(N2)C tert-butyl 8-(1-((7-fluoro-2-methylimidazo[1,2-a]pyridin-6-yl)carbamoyl)-2,3-dihydro-1H-pyrrolo[2,3-b]pyridin-4-yl)-2-oxa-5,8-diazaspiro[3.5]nonane-5-carboxylate